C1(CC1)CN1C(=CC2=CC=CC(=C12)OCC1CNC(C1)=O)C1=NC=2C(=CC=3CCN(C(C3C2)=O)C[C@@H](C)NC)N1C 2-(1-(cyclopropylmethyl)-7-((5-oxopyrrolidin-3-yl)methoxy)-1H-indol-2-yl)-1-methyl-6-((R)-2-(methylamino)propyl)-1,6,7,8-tetrahydro-5H-imidazo[4,5-g]isoquinolin-5-one